ClC1=CC=C(C(=N1)C(=O)O)NC(C)C1=CC(=CC=2C=3N(C(=NC12)N1CCOCC1)C=C(N3)C#N)C 6-chloro-3-((1-(2-cyano-9-methyl-5-morpholinoimidazo[1,2-c]quinazolin-7-yl)ethyl)amino)picolinic acid